cobalt (ii) tert-Butyl (3-(2-hydroxypropan-2-yl)bicyclo[1.1.1]pentan-1-yl)carbamate OC(C)(C)C12CC(C1)(C2)NC(OC(C)(C)C)=O.[Co+2]